C(C)(C)(C)NC(C1=C(C(=CC=C1)C(F)(F)F)F)=O N-tertiary butyl-2-fluoro-3-trifluoromethyl-benzamide